ethyl 2-carbonylacetate C(=O)=CC(=O)OCC